6-chloro-3-fluoro-8-(1-toluenesulfonyl-1H-indol-3-yl)imidazo[1,2-b]pyridazine ClC=1C=C(C=2N(N1)C(=CN2)F)C2=CN(C1=CC=CC=C21)S(=O)(=O)CC2=CC=CC=C2